6-amino-2-((S)-5-amino-5,7-dihydrospiro[cyclopenta[b]pyridine-6,4'-piperidine]-1'-yl)-5-(2,3-dichlorophenyl)pyrimidine-4-carbonitrile NC1=C(C(=NC(=N1)N1CCC2(CC1)[C@@H](C=1C(=NC=CC1)C2)N)C#N)C2=C(C(=CC=C2)Cl)Cl